2-(2-bromo-5-Methoxy-4-nitrophenyl)-2,6-dihydropyrrolo[3,4-c]pyrazole-5(4H)-carboxylate BrC1=C(C=C(C(=C1)[N+](=O)[O-])OC)N1N=C2C(=C1)CN(C2)C(=O)[O-]